FC=1C=CC=2N(C3=CC=C(C=C3C2C1)F)CC(CN1C2=CC=CC=C2C=2C=C(C=CC12)F)OCC(C)O 3-((1-(3,6-difluoro-9H-carbazol-9-yl)-3-(3-fluoro-9H-carbazol-9-yl)propan-2-yl)oxy)-2-propanol